ClC1=CC=C(OC2=CC=C(C=C2)C(CC(=O)OC)=O)C=C1 methyl 3-(4-(4-chlorophenoxy) phenyl)-3-oxopropionate